C1(=CC=CC=C1)S(=O)(=O)[Se]C1CCN(CC1)S(=O)(=O)C1=CC=C(C)C=C1 Se-(1-p-toluenesulfonylpiperidin-4-yl) selenobenzenesulfonate